4-(difluoromethyl)-1-((5-(methylsulfonyl)-3-pyridinyl)carbonyl)-D-prolinamide FC(C1C[C@@H](N(C1)C(=O)C=1C=NC=C(C1)S(=O)(=O)C)C(=O)N)F